4-(5-(methylsulfonyl)-1,3,4-oxadiazol-2-yl)phenol CS(=O)(=O)C1=NN=C(O1)C1=CC=C(C=C1)O